(2R,3R,4S,5S)-2-(4-amino-5-fluoro-7H-pyrrolo[2,3-d]pyrimidin-7-yl)-5-((R)-6-chloroisochroman-1-yl)tetrahydrofuran-3,4-diol NC=1C2=C(N=CN1)N(C=C2F)[C@@H]2O[C@@H]([C@H]([C@H]2O)O)[C@@H]2OCCC1=CC(=CC=C21)Cl